3-cinnamyl-4-phenyl-5-mercapto-1,2,4-triazole C(C=CC1=CC=CC=C1)C1=NN=C(N1C1=CC=CC=C1)S